2-methyl-3-isopropyl-pyrazine CC1=NC=CN=C1C(C)C